1-hexyl-4-(2-phenylimidazo[1,2-a]pyridin-7-yl)pyridin-1-ium tetrafluoroborate F[B-](F)(F)F.C(CCCCC)[N+]1=CC=C(C=C1)C1=CC=2N(C=C1)C=C(N2)C2=CC=CC=C2